(S)-tert-butyl 2-(((tert-butyldiphenylsilyl)oxy)methyl)-4-(m-tolyl)-2,5-dihydro-1H-pyrrole-1-carboxylate [Si](C1=CC=CC=C1)(C1=CC=CC=C1)(C(C)(C)C)OC[C@H]1N(CC(=C1)C=1C=C(C=CC1)C)C(=O)OC(C)(C)C